dimethylhexamethylenediamine CNCCCCCCNC